tert-butyl (1R,5S)-3-[(6-bromo-1,2,4-triazin-3-yl)-methyl-amino]-9-azabicyclo[3.3.1]nonane-9-carboxylate BrC1=CN=C(N=N1)N(C1C[C@H]2CCC[C@@H](C1)N2C(=O)OC(C)(C)C)C